CC1(CCNCC1)C(=O)NC1(CN2CCC1CC2)C 4-methyl-N-(3-methylquinuclidin-3-yl)piperidine-4-carboxamide